3-Hydroxy-2-(4-(3-(Piperidin-1-Yl)Propoxy)Phenyl)Quinolin-4(1H)-one OC1=C(NC2=CC=CC=C2C1=O)C1=CC=C(C=C1)OCCCN1CCCCC1